C1(CCCCC1)P(CCC)CCC cyclohexyl-di-n-propylphosphine